COC1CN(CC1)C1=CC(=NC(=N1)C1=CC=CC=C1)C(=O)O 6-(3-methoxypyrrolidin-1-yl)-2-phenylpyrimidine-4-carboxylic acid